4-bromo-2-methyl-2H-pyrazol BrC1=CN(N=C1)C